8-chloro-5-((2-(2-((6-fluoro-1-methyl-1H-indazol-5-yl)amino)ethyl)-2-azaspiro[3.3]heptan-6-yl)oxy)-2-methylisoquinolin-1(2H)-one ClC=1C=CC(=C2C=CN(C(C12)=O)C)OC1CC2(CN(C2)CCNC=2C=C3C=NN(C3=CC2F)C)C1